5-HEXENOIC ACID C(CCCC=C)(=O)O